tert-butyl (3S)-4-cyclopropyl-3-methyl-4-oxobutanoate C1(CC1)C([C@H](CC(=O)OC(C)(C)C)C)=O